C1(CC1)COC1=CC=C(C(=C1CN(C1=C(C=C(C(=C1)[N+](=O)[O-])F)OC)C)F)F N-(6-(cyclopropylmethoxy)-2,3-difluorobenzyl)-4-fluoro-2-methoxy-N-methyl-5-nitroaniline